CO[Si](C1CCCCC1)(OC)OC trimethoxycyclohexylsilane